C1(CCCCCCCCCCC=CCCO1)=O 12-Pentadecen-1,15-olid